2-amino-5-(2-chloro-4-(2-(3,5-difluorophenyl)-2-hydroxyacetamido)phenyl)-N-ethylnicotinamide NC1=C(C(=O)NCC)C=C(C=N1)C1=C(C=C(C=C1)NC(C(O)C1=CC(=CC(=C1)F)F)=O)Cl